COC=1C=CC(=C(C1)O)C=1N=NC(=CC1)N(C1CC(NC(C1)(C)C)(C)C)C 5-methoxy-2-{6-[methyl-(2,2,6,6-tetramethyl-piperidin-4-yl)-amino]pyridazin-3-yl}-phenol